3-(5-(4-(2-(2-(4-(4-amino-3-(4-phenoxyphenyl)-1H-pyrazolo[3,4-d]pyrimidin-1-yl)piperidin-1-yl)ethoxy)ethyl)piperazin-1-yl)-1-oxoisoindolin-2-yl)piperidine-2,6-dione NC1=C2C(=NC=N1)N(N=C2C2=CC=C(C=C2)OC2=CC=CC=C2)C2CCN(CC2)CCOCCN2CCN(CC2)C=2C=C1CN(C(C1=CC2)=O)C2C(NC(CC2)=O)=O